C(=C)C=1C2=CC=CC=C2C(=C2C=CC=CC12)C=C 9,10-divinyl-anthracene